C(C)S(=O)(=O)C=1C=CC(=NC1C1=NC=C2N1C=CN=C2OCC(C(F)(F)F)(F)F)N(C(=O)NC)C 1-[5-ethylsulfonyl-6-[8-(2,2,3,3,3-penta-fluoropropoxy)imidazo[1,5-a]pyrazin-3-yl]-2-pyridyl]-1,3-dimethyl-urea